C[Si](C1=CC=C2C=CC3=CC=CC4=CC=C1C2=C34)(C3=CC=CC=C3)C dimethyl-(phenyl)(pyren-1-yl)silane